O=C1NC(CCC1NC(=O)C1=CC=C(C=2NC(=NC21)C(F)(F)F)NC(OC(C)(C)C)=O)=O tert-butyl (4-((2,6-dioxopiperidin-3-yl)carbamoyl)-2-(trifluoromethyl)-1H-benzo[d]imidazol-7-yl)carbamate